O[C@@H]1C[C@H](N(C1)C(=O)OCC1=CC=CC=C1)C(NC1=C(C=CC(=C1)OC1=CC=C(C=C1)C(F)(F)F)OC)=O Benzyl (2S,4R)-4-hydroxy-2-((2-methoxy-5-(4-(trifluoro-methyl)phenoxy)phenyl)carbamoyl)pyrrolidine-1-carboxylate